dicyclohexylphenylsulfonium trifluoromethanesulfonate FC(S(=O)(=O)[O-])(F)F.C1(CCCCC1)[S+](C1=CC=CC=C1)C1CCCCC1